N,N-dimethylimidodicarbonimidic diamide CN(C(=N)NC(N)=N)C